4-((((1R,4R)-2-oxa-5-azabicyclo[2.2.1]heptan-5-yl)sulfonyl)carbamoyl)-5-(dimethylamino)-2-fluorobenzoic acid [C@H]12OC[C@H](N(C1)S(=O)(=O)NC(=O)C1=CC(=C(C(=O)O)C=C1N(C)C)F)C2